3-(3-Piperidyl)propionamide N1CC(CCC1)CCC(=O)N